C(C1=CC=CC=C1)OC(=O)N1N=CC2=C(C=CC=C12)C1=NC(=NC=C1Cl)C=O 4-(5-chloro-2-formylpyrimidin-4-yl)-1H-indazole-1-carboxylic acid benzyl ester